Phthalic acid, octyl tridec-2-yn-1-yl ester C(C=1C(C(=O)OCC#CCCCCCCCCCC)=CC=CC1)(=O)OCCCCCCCC